(3R)-3-(2-(3-oxo-8-azabicyclo[3.2.1]octane-8-carbonyl)-6-(3-methyl-1H-pyrrolo[2,3-b]pyridin-5-yl)-1,2,3,4-tetrahydroisoquinolin-8-yl)morpholine-4-carboxylic acid tert-butyl ester C(C)(C)(C)OC(=O)N1[C@@H](COCC1)C=1C=C(C=C2CCN(CC12)C(=O)N1C2CC(CC1CC2)=O)C=2C=C1C(=NC2)NC=C1C